(S)- or (R)-2-(2-Trifluoromethyl-pyrimidin-4-yl)-but-3-yn-2-ol FC(C1=NC=CC(=N1)[C@](C)(C#C)O)(F)F |o1:8|